Cl.NC(CO)(CO)C 2-amino-2-methyl-1,3-propanediol hydrochloride